ethyl 10-(3-chlorophenyl)-6-hydroxypyrazolo[5,1-a]isoquinoline-5-carboxylate ClC=1C=C(C=CC1)C=1C=CC=C2C(=C(N3C(C12)=CC=N3)C(=O)OCC)O